ClC=1C=NC(=C(C(=O)NC2CCC(CC2)CN2C(N(C3=C2C=CC=C3)C=3C=C2C(=NN(C2=CC3)CCN(C)C)C)=O)C1)C 5-chloro-N-((1r,4r)-4-((3-(1-(2-(dimethylamino)ethyl)-3-methyl-1H-indazol-5-yl)-2-oxo-2,3-dihydro-1H-benzo[d]imidazol-1-yl)methyl)cyclohexyl)-2-methylnicotinamide